1,3,5-tri(3-mercaptopropyl)-1,3,5-triazine-2,4,6-trione SCCCN1C(N(C(N(C1=O)CCCS)=O)CCCS)=O